C(C)C=1N=C(SC1)[C@H](CC1=CC=C(C=C1)NS(O)(=O)=O)NC(C(CC1=CC=CC=C1)C1=NC(=NO1)C)=O 4-{(S)-2-(4-ethylthiazol-2-yl)-2-[2-(3-methyl-1,2,4-oxadiazol-5-yl)-3-phenylpropionylamino]Ethyl}phenyl-sulfamic acid